7-Bromo-10-methyl-5-(3-(5-thioxo-4,5-dihydro-1,2,4-oxadiazol-3-yl)phenyl)-1,5-dihydro-2H-naphtho[1,2-b][1,4]diazepine-2,4(3H)-dione triethylamine salt C(C)N(CC)CC.BrC1=CC2=C(NC(CC(N2C2=CC(=CC=C2)C2=NOC(N2)=S)=O)=O)C2=CC(=CC=C12)C